4-amino-5-fluoro-3-[5-(4-methylpiperazin-1-yl)-1H-benzimidazol-2-yl]quinolin-2(1H)-one NC1=C(C(NC2=CC=CC(=C12)F)=O)C1=NC2=C(N1)C=CC(=C2)N2CCN(CC2)C